6-((2-methoxy-6-(trifluoromethyl)pyridin-3-yl)methoxy)-1-methyl-3,4-dihydronaphthalene-2-carbaldehyde COC1=NC(=CC=C1COC=1C=C2CCC(=C(C2=CC1)C)C=O)C(F)(F)F